O=C(C)[C@H]1CC[C@H]2[C@@H]3CC=C4C[C@H](CC[C@]4(C)[C@H]3CC[C@]12C)S(=O)(=O)[O-] 20-oxo-5-pregnene-3β-sulfonate